trans-1-((4-((S)-3-(3,5-difluorophenyl)isoxazolidine-2-carbonyl)cyclohexyl)methyl)-1H-indazole-5-carbonitrile FC=1C=C(C=C(C1)F)[C@H]1N(OCC1)C(=O)[C@@H]1CC[C@H](CC1)CN1N=CC2=CC(=CC=C12)C#N